(6-(Cyclobutanecarbonyl)-2,6-diazaspiro[3.3]heptan-2-yl)(5-isopropyl-1H-pyrazol-3-yl)methanone C1(CCC1)C(=O)N1CC2(CN(C2)C(=O)C2=NNC(=C2)C(C)C)C1